(2,3,5-trimethylpyrazolo[1,5-a]pyrimidin-7-yl)methanone CC1=NN2C(N=C(C=C2C=O)C)=C1C